(2S,4r)-N-[(3-amino-1,2-benzoxazol-6-yl)methyl]-1-[(2S)-2-(4-cyclopropyltriazol-1-yl)-3,3-dimethyl-butyryl]-4-hydroxy-pyrrolidine-2-carboxamide NC1=NOC2=C1C=CC(=C2)CNC(=O)[C@H]2N(C[C@@H](C2)O)C([C@H](C(C)(C)C)N2N=NC(=C2)C2CC2)=O